1-(6-(4-(((6-((6-(trifluoromethyl)pyridin-3-yl)methoxy)pyridazin-3-yl)amino)methyl)phenyl)-2,6-diazaspiro[3.3]heptan-2-yl)ethan-1-one FC(C1=CC=C(C=N1)COC1=CC=C(N=N1)NCC1=CC=C(C=C1)N1CC2(CN(C2)C(C)=O)C1)(F)F